(E)-3-[4-Hydroxy-3-[4-[(E)-3-[2-hydroxy-4-(methoxymethoxy)phenyl]-3-oxoprop-1-enyl]-2-methoxyphenoxy]phenyl]-1-[2-hydroxy-4-(methoxymethoxy)phenyl]prop-2-en-1-one OC1=C(C=C(C=C1)/C=C/C(=O)C1=C(C=C(C=C1)OCOC)O)OC1=C(C=C(C=C1)\C=C\C(=O)C1=C(C=C(C=C1)OCOC)O)OC